C(C)C(CCNC(C(=O)O)CCCCC)CCC (3-ethylhexyl-amino)heptanoic acid